ClC1=NC(=CC(=C1C(=O)NC=1SC(=NN1)OC[C@@H]1C[C@H](CC1)O)C1=CC=NC=C1OC)C chloro-N-(5-(((1S,3S)-3-hydroxycyclopentyl)methoxy)-1,3,4-thiadiazol-2-yl)-5'-methoxy-6-methyl-(4,4'-bipyridine)-3-carboxamide